C(C1=CC=CC=C1)N1[C@@H]([C@H](C1)OCC1=CC=CC=C1)CO[Si](C1=CC=CC=C1)(C1=CC=CC=C1)C(C)(C)C (2R,3S)-1-benzyl-3-(benzyloxy)-2-(((tert-butyldiphenylsilyl)oxy)methyl)azetidine